(S)-2-(3-(6-(difluoromethoxy)pyridin-3-yl)-6-oxopyridazin-1(6H)-yl)-N-(1-(1-methyl-1H-pyrazol-5-yl)ethyl)acetamide copper [Cu].FC(OC1=CC=C(C=N1)C1=NN(C(C=C1)=O)CC(=O)N[C@@H](C)C1=CC=NN1C)F